((2-Ethyl-6-fluoro-1-methyl-1,2,3,4-tetrahydroisoquinolin-7-yl)(methyl)amino)benzonitrile hydrochloride Cl.C(C)N1C(C2=CC(=C(C=C2CC1)F)N(C)C1=C(C#N)C=CC=C1)C